The molecule is an ammonium ion that is the conjugate acid of 2-amino-2-deoxy-D-glucopyranose. It has a role as a human metabolite. It is an ammonium ion derivative and a primary ammonium ion. It is a conjugate acid of a 2-amino-2-deoxy-D-glucopyranose. C([C@@H]1[C@H]([C@@H]([C@H](C(O1)O)[NH3+])O)O)O